2-[7-(cis-3-hydroxy-3-methylcyclobutyl)-6,7-dihydro-5H-pyrrolo[2,3-c]pyridazin-3-yl]-3-methyl-5-(trifluoromethyl)phenol monohydrochloride Cl.OC1(CC(C1)N1CCC2=C1N=NC(=C2)C2=C(C=C(C=C2C)C(F)(F)F)O)C